CC1(CC(CC(C1)C)OC=1C(C(=O)O)=CC=CC1)C.CS(=O)OF.C1(=CC=CC=C1)[SiH](O[Si](C)(C)C)C phenyl tetramethyl-disiloxane Perfluoro methyl-sulfinate 3,3,5-trimethylcyclohexyl-salicylate